amino-2-(1,3-dimethyl-1H-pyrazol-4-yl)benzenesulfonamide NC=1C(=C(C=CC1)S(=O)(=O)N)C=1C(=NN(C1)C)C